2-(2,4-difluoro-3-methoxy-phenyl)-2,2-difluoro-acetic acid FC1=C(C=CC(=C1OC)F)C(C(=O)O)(F)F